C1OCOCC12CCCCC2 2,4-Dioxaspiro[5.5]undecan